C(C1=CC=CC=C1)OC1=C(C=C(C(=C1)OCC1=CC=CC=C1)F)Br 1,5-bis(benzyloxy)-2-bromo-4-fluorobenzene